ClC1=C(C(=O)[O-])C=C(C=C1)[N+](=O)[O-] 2-chloro-5-nitro-benzoate